(1R,2S)-2-(3-(5-chloro-4-(5,5-dimethyl-5,6-dihydro-4H-pyrrolo[1,2-b]pyrazol-3-yl)pyridin-2-yl)ureido)-N-methylcyclohexane-1-carboxamide ClC=1C(=CC(=NC1)NC(N[C@@H]1[C@@H](CCCC1)C(=O)NC)=O)C1=C2N(N=C1)CC(C2)(C)C